5-(2-fluorophenyl)-1-[(pyridin-3-yl)sulfonyl]-1H-pyrrole-3-carbaldehyde FC1=C(C=CC=C1)C1=CC(=CN1S(=O)(=O)C=1C=NC=CC1)C=O